FC1=C(C(=C(C(=C1[B-](C1=C(C(=C(C(=C1F)F)F)F)F)(C1=C(C(=C(C(=C1F)F)F)F)F)C1=C(C(=C(C(=C1F)F)F)F)F)F)F)F)F.C(C)(C)[NH+](C1=CC=CC=C1)C(C)C di(isopropyl)anilinium tetrakis(pentafluorophenyl)borate